1-bromo-4-vinyl-benzene BrC1=CC=C(C=C1)C=C